3-(2-methylbenzoyl)-6-[1-(acetoxyimino)ethyl]-9-ethyl-9H-carbazole CC1=C(C(=O)C=2C=CC=3N(C4=CC=C(C=C4C3C2)C(C)=NOC(C)=O)CC)C=CC=C1